(4-methylphenethyl)methyldimethoxysilane CC1=CC=C(CCC[SiH](OC)OC)C=C1